4-methyl-2-(1-propyl)-3,5,6-trifluorobenzyl (1R)-trans-3-(2-methyl-1-propenyl)-2,2-dimethylcyclopropanecarboxylate CC(=C[C@H]1C([C@@H]1C(=O)OCC1=C(C(=C(C(=C1F)F)C)F)CCC)(C)C)C